S-Ethyl trifluorothioacetate FC(C(=O)SCC)(F)F